(S)-azetidin-2-yl-(4-(2-(2,6-dimethylpyridin-4-yl)-3-isopropyl-1H-indol-5-yl)piperidin-1-yl)methanone N1[C@@H](CC1)C(=O)N1CCC(CC1)C=1C=C2C(=C(NC2=CC1)C1=CC(=NC(=C1)C)C)C(C)C